CN1CCC=CC1 methyl-1,2,3,6-tetrahydropyridine